BrC=1C(=C(N(C1C(F)(F)F)COCC)C1=CC=C(C=C1)Cl)C#N 4-bromo-2-(p-chlorophenyl)-1-ethoxymethyl-5-(trifluoromethyl)pyrrole-3-carbonitrile